2-methoxy-4-{[(E)-8-methylnon-6-enamido]methyl}phenyl trans-4-(2-aminoacetamido)cyclohexane-1-carboxylate NCC(=O)N[C@@H]1CC[C@H](CC1)C(=O)OC1=C(C=C(C=C1)CNC(CCCC\C=C\C(C)C)=O)OC